(S)-N-(4-AMINO-3,4-DIOXO-1-PHENYLBUTAN-2-YL)-5-CHLORO-1-METHYL-3-PHENYL-1H-PYRAZOLE-4-CARBOXAMIDE NC(C([C@H](CC1=CC=CC=C1)NC(=O)C=1C(=NN(C1Cl)C)C1=CC=CC=C1)=O)=O